NC1C2CN(C1C2)C(=O)OCCCC butyl (endo)-5-amino-2-azabicyclo[2.1.1]hexane-2-carboxylate